5-aminopentane-1,2,3-triol NCCC(C(CO)O)O